F[C@@H]1C[C@@]2(CCCN2C1)COC1=NC2=C(C(=CC=C2C(=N1)N1[C@H]2CN([C@@H](C1)C2)C(=O)OC(C)(C)C)Br)F tert-butyl (1R,4R)-5-(2-{[(2R,7aS)-2-fluoro-hexahydro-1H-pyrrolizin-7a-yl]methoxy}-7-bromo-8-fluoroquinazolin-4-yl)-2,5-diazabicyclo[2.2.1]heptane-2-carboxylate